NC1=C2C(=NC=N1)N(N=C2C2=CC=C(C=C2)OC2=CC=CC=C2)C2CCN(CC2)CCCCCCCCCCCCSC2=C1C(N(C(C1=CC=C2)=O)C2C(NC(CC2)=O)=O)=O 4-((12-(4-(4-amino-3-(4-phenoxyphenyl)-1H-pyrazolo[3,4-d]pyrimidin-1-yl)piperidin-1-yl)dodecyl)thio)-2-(2,6-dioxopiperidin-3-yl)isoindoline-1,3-dione